2-((4-((tetrahydro-2H-pyran-4-yl)amino)phenyl)amino)quinazolin O1CCC(CC1)NC1=CC=C(C=C1)NC1=NC2=CC=CC=C2C=N1